(2RS)-4,4-difluoro-2-(4-fluorophenyl)-N-{4-[7-(piperazin-1-yl)-3-(pyridin-2-yl)-1H-pyrrolo[3,2-b]pyridin-2-yl]pyridin-2-yl}butanamide FC(C[C@@H](C(=O)NC1=NC=CC(=C1)C1=C(C2=NC=CC(=C2N1)N1CCNCC1)C1=NC=CC=C1)C1=CC=C(C=C1)F)F |r|